4-amino-1-((2R,3R,4S,5R)-5-(fluoromethyl)-3,4-dihydroxy-5-(hydroxymethyl)tetrahydrofuran-2-yl)pyrimidin-2(1H)-one NC1=NC(N(C=C1)[C@@H]1O[C@@]([C@H]([C@H]1O)O)(CO)CF)=O